C1CC12C1(OCCO1)CN(C2)C(=O)OCC2=CC=CC=C2 benzyl 5,8-dioxa-10-azadispiro[2.0.44.33]undecane-10-carboxylate